C(C=C)OC1=CC=C(C(=C1C1CC=2N(C(=CN2)Br)C1)Cl)Cl 6-(6-(allyloxy)-2,3-dichlorophenyl)-3-bromo-6,7-dihydro-5H-pyrrolo[1,2-a]imidazole